3-methyl-2-[1-(4-fluorobenzyl)indazole-3-carboxamido]butanoic acid methyl ester COC(C(C(C)C)NC(=O)C1=NN(C2=CC=CC=C12)CC1=CC=C(C=C1)F)=O